5-fluoro-1-[2-hydroxymethyl-3-oxo-1,3-oxathiolan-5-yl]cytosine tert-butyl-3-(6-methoxypyridin-3-yl)-4-oxopiperidine-1-carboxylate C(C)(C)(C)C1N(CCC(C1C=1C=NC(=CC1)OC)=O)C(=O)O.FC=1C(=NC(N(C1)C1CS(C(O1)CO)=O)=O)N